4-(2-(3,7-dibromo-10H-phenothiazin-10-yl)ethyl)morpholine BrC=1C=CC=2N(C3=CC=C(C=C3SC2C1)Br)CCN1CCOCC1